2-(2-(2-chloroethoxy)ethoxy)-1,4-dimethylpiperazine ammonium chloride [Cl-].[NH4+].ClCCOCCOC1N(CCN(C1)C)C